O=C1COC2(CN(C2)C(=O)OC(C)(C)C)C1C(=O)OCC 2-(tert-butyl) 8-ethyl 7-oxo-5-oxa-2-azaspiro[3.4]octane-2,8-dicarboxylate